N[C@H](C=1N=C2N(N=CC(=C2)[C@H](NC(C[C@@H]2C(C2)(F)F)=O)C2CC2)C1)C1CCC(CC1)(F)F |o1:14| N-((R)-(2-((S)-Amino(4,4-difluorocyclohexyl)methyl)imidazo[1,2-b]pyridazin-7-yl)(cyclopropyl)methyl)-2-((S*)-2,2-difluorocyclopropyl)acetamide